4-(2-ethyl-5-(4-fluoro-3-(trifluoromethyl)phenyl)pyrazolo[1,5-c]pyrimidin-3-yl)-3,5-difluorophenol C(C)C1=NN2C=NC(=CC2=C1C1=C(C=C(C=C1F)O)F)C1=CC(=C(C=C1)F)C(F)(F)F